ClC=1C=C(SC1)CC1(C2=NCN([C@H]3[C@H](O)[C@H](O)[C@@H](CO)O3)C2=NC=N1)N 6-[(4-chlorothiophene-2-yl)methyl]adenosine